C(C)OC(=O)C1=C(C2=C(S1)C=CC(=C2)S(NCCC2=CC=CC=C2)(=O)=O)C 3-methyl-5-(N-phenethylsulfamoyl)benzo[B]thiophene-2-carboxylic acid ethyl ester